COC1=CC=C(C=C1)C=1OC(=C(N1)CCO)C 2-(2-(4-methoxyphenyl)-5-methyloxazol-4-yl)ethanol